(4-(3,5-difluoro-2-(trifluoromethyl)phenyl)piperidin-1-yl)(5-(2,2,2-trifluoroethyl)-4,5,6,7-tetrahydro-1H-pyrazolo[4,3-c]pyridin-3-yl)methanone FC=1C(=C(C=C(C1)F)C1CCN(CC1)C(=O)C1=NNC2=C1CN(CC2)CC(F)(F)F)C(F)(F)F